n-Heptyl n-butyrate CCCCCCCOC(=O)CCC